7-(chloromethyl)pyrido[1,2-a]pyrimidin-4-one ClCC=1C=CC=2N(C(C=CN2)=O)C1